C(C)(C)(C)C1=CN=C(O1)CSC1=CN=C(S1)NC(=O)C1CCN(CC1)C1CCN(CC1)C(COC1=CC=C(C=C1)C(CCC)N(C(C(CC=1SC=CN1)C#N)=O)C)=O N-(5-(((5-(tert-butyl)oxazol-2-yl)methyl)thio)thiazol-2-yl)-1'-(2-(4-(1-(2-cyano-N-methyl-3-(thiazol-2-yl)propanamido)butyl)phenoxy)acetyl)-[1,4'-bipiperidine]-4-carboxamide